1-(tert-butoxycarbonyl)piperidine-4-acetic acid C(C)(C)(C)OC(=O)N1CCC(CC1)CC(=O)O